1-(6-bromo-3-hydroxyquinolin-2-yl)ethan-1-one BrC=1C=C2C=C(C(=NC2=CC1)C(C)=O)O